methyl 6-(1-(adamantan-1-ylmethyl)-5-methyl-1H-pyrazol-4-yl)-3-(6-(benzo[d]thiazol-2-ylamino)pyridin-3-yl)-3H-imidazo[4,5-b]pyridine-7-carboxylate C12(CC3CC(CC(C1)C3)C2)CN2N=CC(=C2C)C=2C(=C3C(=NC2)N(C=N3)C=3C=NC(=CC3)NC=3SC2=C(N3)C=CC=C2)C(=O)OC